CC=1C(=C(C=C(C1)C(F)(F)F)O)C=1C=CC=2C(N1)=NN(C2)C2CCC=1N(C2)C=NN1 3-methyl-2-(2-(5,6,7,8-tetrahydro-[1,2,4]triazolo[4,3-a]pyridin-6-yl)-2H-pyrazolo[3,4-b]pyridin-6-yl)-5-(trifluoromethyl)phenol